C1(CC1)C([C@H](C(=O)NC1=NC=C(C=C1)C=1C(=NNC1C)C)NC(=O)C=1N(N=CC1)C(C)C)C1CC1 N-[(1R)-1-(dicyclopropylmethyl)-2-[[5-(3,5-dimethyl-1H-pyrazol-4-yl)-2-pyridyl]amino]-2-oxo-ethyl]-2-isopropyl-pyrazole-3-carboxamide